C(C)(C)(C)OC(=O)N1C(C=2CNCC2C1)S(=O)(=O)C1=CC=C(C=C1)F (4-fluorophenyl-sulfonyl)-3,4,5,6-tetrahydropyrrolo[3,4-c]pyrrole-2(1H)-carboxylic acid tert-butyl ester